hydroxyandrostan-17-one oxime OC[C@@]12C(CC[C@H]1[C@@H]1CCC3CCCC[C@]3(C)[C@H]1CC2)=NO